F[C@@H]1[C@@H]([C@H]2CN[C@@H]1C2)OC2=CC=C(N=N2)C2=C(C=C(C=C2)C2=CC(=NC=C2)OC([2H])([2H])[2H])O 2-(6-(((1R,4R,5R,6S)-6-fluoro-2-azabicyclo[2.2.1]heptan-5-yl)oxy)pyridazin-3-yl)-5-(2-(methoxy-d3)pyridin-4-yl)phenol